S1C=NC2=C1C=CC(=C2)NC2=CC=NC1=CC(=CC=C21)C2=CC=C(C(=O)N1CC(N(CC1)C1=CC=CC=C1)=O)C=C2 4-(4-(4-(benzo[d]thiazol-5-ylamino)quinolin-7-yl)benzoyl)-1-phenylpiperazin-2-one